1-tetradecyl-Pyridinium C(CCCCCCCCCCCCC)[N+]1=CC=CC=C1